2-(6-chloropyridin-2-yl)-5-nitrobenzo[d]oxazole ClC1=CC=CC(=N1)C=1OC2=C(N1)C=C(C=C2)[N+](=O)[O-]